7-(7,8-dimethoxy-[1,2,4]triazolo[4,3-a]quinazolin-5-yl)-3,4-dihydroisoquinoline-2(1H)-sulfonamide COC=1C=C2C(=NC=3N(C2=CC1OC)C=NN3)C3=CC=C1CCN(CC1=C3)S(=O)(=O)N